(S)-piperidine-3-carboxylic acid amide N1C[C@H](CCC1)C(=O)N